tolueneformic acid C(C1=CC=CC=C1)C(=O)O